C1(=CC=CC=C1)CCCC(=O)O 4-Phenylbutanoic acid